3-chloro-7H-pyrrolo[2,3-c]2,6-naphthyridine ClC1=NC=C2C3=C(N=CC2=C1)NC=C3